COC1=C(CC2=NC3=C(N2C2CCC(CC2)OC)C=CC(=C3)C=3C(=NOC3C)C)C=CC=C1 4-(2-(2-methoxybenzyl)-1-((1r,4r)-4-methoxycyclohexyl)-1H-benzo[d]imidazol-5-yl)-3,5-dimethylisoxazole